C1(=CC=CC=C1)C=1C=CC=2N(C3=CC=CC=C3C2C1)C1=CC2=CC=C3C=C(C=NC3=C2N=C1)OB(O)O (8-(3-phenyl-9H-carbazole-9-yl)-1,10-phenanthroline-3-yl)boric acid